C1(=CC=CC=C1)N1C(=C/C(/C=2C=C3C(=NC12)C=CC=C3)=C\3/C(C(N(C3=O)CC)=O)=O)C3=CC=CC=C3 (E)-4-(1,2-diphenylbenzo[b][1,8]naphthyridine-4(1H)-ylidene)-1-ethylpyrrolidine-2,3,5-trione